C(C)(C)(C)C1=CC=C(C=C1)NC(OC1=CC=CC=C1)=O phenyl (4-(tert-butyl)phenyl)carbamate